C(#N)C=1C=NN2C1C(=CC(=C2)C=2C=NN(C2)[C@@H]2CN(CCC2)C(=O)OC(C)(C)C)O t-Butyl (3S)-3-[4-(3-cyano-4-hydroxy-pyrazolo[1,5-a]pyridin-6-yl)pyrazol-1-yl]piperidine-1-carboxylate